C(CCCCCCC\C=C/CCCCCCC#C)(=O)O (Z)-octadec-9-en-17-ynoic acid